CC1=NC(=CC(=C1)C1=CC=2C(=NC=CC2S1)N(C(C1=C(C=C(C=C1)N1N=NC=2C1=NC=CC2)F)=O)[C@H]2CNCCC2)C N-[2-(2,6-dimethyl-4-pyridyl)thieno[3,2-c]pyridin-4-yl]-2-fluoro-N-[(3R)-3-piperidyl]-4-(triazolo[4,5-b]pyridin-3-yl)benzamide